C(C)(C)(C)OC(=O)\N=C(\NCCC(=O)O)/NC(=O)OC(C)(C)C (Z)-3-(2,3-bis(t-butoxycarbonyl)guanidino)propionic acid